ethyl 2-(4-((6,7-dimethoxyquinolin-4-yl) oxy)-2-fluorophenyl)-2-oxoacetate COC=1C=C2C(=CC=NC2=CC1OC)OC1=CC(=C(C=C1)C(C(=O)OCC)=O)F